5-(3-chloro-2-(1-methyl-1H-pyrazol-4-yl)phenyl)-3-methylenedihydrofuran-2(3H)-one ClC=1C(=C(C=CC1)C1CC(C(O1)=O)=C)C=1C=NN(C1)C